NC1=NC=CC=C1[C@@H](C)NC=1C2=C(N=C(N1)S(=O)C)C(=C(N=C2OC)C2=C1C=NN(C1=CC(=C2C(F)(F)F)C)C2OCCCC2)F ((R)-1-(2-aminopyridin-3-yl)ethyl)-8-fluoro-5-methoxy-7-(6-methyl-1-(tetrahydro-2H-pyran-2-yl)-5-(trifluoromethyl)-1H-indazol-4-yl)-2-(methylsulfinyl)pyrido[4,3-d]pyrimidin-4-amine